S1C(=CC=C1C(C)=O)C=1SC=CC1 1-[2,2'-bithiophene]-5-yl-ethanone